heptadecylsulfonyl chloride C(CCCCCCCCCCCCCCCC)S(=O)(=O)Cl